((5-fluorobenzo[d]oxazol-2-yl)methoxy)-3-methoxybenzaldehyde FC=1C=CC2=C(N=C(O2)COC2=C(C=O)C=CC=C2OC)C1